(trans)-N-(3-hydroxy-2-methyl-4-carbonylpyridin-1(4H)-yl)-3-(m-tolyl)acrylamide OC1=C(N(C=CC1=C=O)NC(\C=C\C=1C=C(C=CC1)C)=O)C